4-fluoro-5-(hydroxymethyl)-3H-2,1-benzoxaborol-1-ol FC1=C(C=CC2=C1COB2O)CO